FC1=C(C=C(C[C@@H](C(=O)NO)CCCCNCC2=NC=CC=C2)C=C1C)C (S)-2-(4-fluoro-3,5-dimethylbenzyl)-N-hydroxy-6-((pyridin-2-ylmethyl)amino)hexanamide